C(C1=CC=CC=C1)OC(=O)[C@@H]1N(CCC1)C(=O)[C@@H]1CN(CCC1)C(=O)OC(C)(C)C tert-butyl (S)-3-((R)-2-((benzyloxy)carbonyl)pyrrolidine-1-carbonyl)piperidine-1-carboxylate